3-(6-(Benzyl(tetrahydro-2H-pyran-4-yl)amino)-1-methyl-1H-pyrazolo[4,3-c]pyridin-3-yl)-2,6-difluoro-5-(trifluoromethyl)phenol C(C1=CC=CC=C1)N(C1=CC2=C(C=N1)C(=NN2C)C=2C(=C(C(=C(C2)C(F)(F)F)F)O)F)C2CCOCC2